3-(1,3-Dimethyl-1H-indazol-5-yl)-2,5-dimethyl-N-[(2-methoxypyridin-4-yl)methyl]pyrazolo[1,5-a]pyrimidin-7-amine CN1N=C(C2=CC(=CC=C12)C=1C(=NN2C1N=C(C=C2NCC2=CC(=NC=C2)OC)C)C)C